CN1C(N(C2=NC(=NC=C12)S(=O)(=O)C)C1(CCC1)C#N)=O (7-methyl-2-(methylsulfonyl)-8-oxo-7,8-dihydro-9H-purin-9-yl)cyclobutane-1-carbonitrile